The molecule is a monocarboxylic acid amide with formula C27H40ClNO7, that is produced by Chondromyces crocatus and exhibits antibiotic properties. It has a role as an antimicrobial agent and a bacterial metabolite. It is an enone, a diol, a secondary alcohol, an ether, a monocarboxylic acid amide, a member of monochlorobenzenes and a member of phenols. CCCC[C@@H](C)[C@@H]([C@H](C)C(=O)/C(=C/[C@H]([C@H]([C@H](C(=O)N/C=C\\C1=CC(=C(C=C1)O)Cl)OC)O)OC)/C)O